CS(=O)(=O)C=1C=C(C=NC1OCC1CCOCC1)S(=O)(=O)NC(C1=C(C=CC=C1)OC=1C=C2C(=NC1)NC=C2)=O N-{[5-(methylsulfonyl)-6-(tetrahydro-2H-pyran-4-ylmethoxy)pyridin-3-yl]sulfonyl}-2-(1H-pyrrolo[2,3-b]pyridin-5-yloxy)benzamide